[Si](C)(C)(C(C)(C)C)OC1CC(C1)OC=1C(=C(C(=O)[O-])C=CC1)C [(1R,3R)-3-[tert-butyl(dimethyl)silyl]oxycyclobutoxy]-2-methyl-benzoate